Cl.C(C1=CC=CC=C1)N1[C@@H]2[C@H](CC1)C(NC2)C |r| Racemic-(3aR,6aR)-1-benzyl-4-methyloctahydropyrrolo[3,4-b]pyrrole HCl salt